4-(4-Chlorophenyl)-2-(1-naphthylmethyl)imidazole ClC1=CC=C(C=C1)C=1N=C(NC1)CC1=CC=CC2=CC=CC=C12